ClC=1C=C(C=CC1Cl)[C@@H]1CC=NN1C(C(C)(C)C)=O (S)-1-(5-(3,4-dichlorophenyl)-4,5-dihydro-1H-pyrazol-1-yl)-2,2-dimethylpropan-1-one